COC1=CC=C(CN(C2=NC=CC(=C2[N+](=O)[O-])NC(C(F)(F)F)C)CC2=CC=C(C=C2)OC)C=C1 N2,N2-bis(4-methoxybenzyl)-3-nitro-N4-(1,1,1-trifluoropropan-2-yl)pyridine-2,4-diamine